1-FLUORONAPHTHALENE-6-BORONIC ACID FC1=CC=CC2=CC(=CC=C12)B(O)O